ethoxydi(4-tert-butylphenyl)phosphine C(C)OP(C1=CC=C(C=C1)C(C)(C)C)C1=CC=C(C=C1)C(C)(C)C